N1=NC(=CC=C1)NC(=O)[C@H]1CC12CCN(CC2)C(=O)O (S)-1-(pyridazin-3-ylcarbamoyl)-6-azaspiro[2.5]octane-6-carboxylic acid